ClC=1C(=CC=C2N=CC(=NC12)C=1C=NN(C1)CCC1CCNCC1)OC1=CC2=C(N=C(N2)C)C=C1 8-Chloro-7-[(2-methyl-3H-benzimidazol-5-yl)oxy]-2-[1-[2-(4-piperidyl)ethyl]pyrazol-4-yl]quinoxaline